FC(C1=NN=C(O1)C1=CC=C(CN(C(=S)N2CC3(C2)CN(C3)C(C)C)C3=CC(=C(C=C3)F)F)C=C1)F N-(4-(5-(difluoromethyl)-1,3,4-oxadiazol-2-yl)benzyl)-N-(3,4-difluorophenyl)-6-isopropyl-2,6-diazaspiro[3.3]heptane-2-thioamide